N-(3-(1,1-difluoroethyl)phenyl)-1-(3-((1,3-dioxoisoindolin-2-yl)methyl)phenyl)-3-methyl-5-oxo-4,5-dihydro-1H-pyrazole-4-carboxamide FC(C)(F)C=1C=C(C=CC1)NC(=O)C1C(=NN(C1=O)C1=CC(=CC=C1)CN1C(C2=CC=CC=C2C1=O)=O)C